3H-pyrrolo[2,1-c][1,2,4]triazol-3-on N1=NC(N2C1=CC=C2)=O